2-(5-(2-(dimethylamino)ethyl)-2-oxopyridin-1(2H)-yl)-4-methylpentanoic acid CN(CCC=1C=CC(N(C1)C(C(=O)O)CC(C)C)=O)C